butyl N-[1-(2,2,3,3,3-pentafluoropropyl)pyrazolo[3,4-c]pyridin-5-yl]carbamate FC(CN1N=CC=2C1=CN=C(C2)NC(OCCCC)=O)(C(F)(F)F)F